N-[4-chloro-3-[(1-cyanocyclopropyl)carbamoyl]phenyl]-2-methyl-5-(1,1,2,2,2-pentafluoroethyl)-4-(trifluoro-methyl)pyrazole-3-carboxamide ClC1=C(C=C(C=C1)NC(=O)C=1N(N=C(C1C(F)(F)F)C(C(F)(F)F)(F)F)C)C(NC1(CC1)C#N)=O